2-((6-(3-fluoropyridin-4-yl)benzo[d]thiazol-2-yl)amino)-4-(pyrrolidin-1-ylmethyl)pyridine FC=1C=NC=CC1C1=CC2=C(N=C(S2)NC2=NC=CC(=C2)CN2CCCC2)C=C1